(TETRAHYDRO-PYRAN-4-YLIDENE)-ACETIC ACID O1CCC(CC1)=CC(=O)O